3-(benzo[b]thiophen-2-yl)-1-(4-methoxyphenyl)-4-nitrobutan-1-one S1C2=C(C=C1C(CC(=O)C1=CC=C(C=C1)OC)C[N+](=O)[O-])C=CC=C2